ClC1=NC(=C(N=C1Cl)C)C 2,3-dichloro-5,6-dimethylpyrazine